C(C)(C)NS(=O)(=O)C1=CC=C(C=C1)NC(C(C)N1CCN(CC1)C(=O)OC(C)(C)C)=O tert-butyl 4-(1-((4-(N-isopropylsulfamoyl)phenyl)amino)-1-oxopropan-2-yl)piperazine-1-carboxylate